bis(4-benzoxazol-2-yl-phenyl)amine O1C(=NC2=C1C=CC=C2)C2=CC=C(C=C2)NC2=CC=C(C=C2)C=2OC1=C(N2)C=CC=C1